ethyl 2-((ethoxycarbonyl)(isobutyl)amino)-3-(3-fluorophenyl)propanoate C(C)OC(=O)N(C(C(=O)OCC)CC1=CC(=CC=C1)F)CC(C)C